C(C)P(=O)(C)OP(=O)(CC)C Ethyl-methylphosphinic anhydride